C(#N)C1(CC1)NS(=O)(=O)C=1C=C(C=2N(C1)C(=NC2)C=2SC(=NN2)C(F)F)N2CCOCC2 N-(1-cyanocyclopropyl)-3-(5-(difluoromethyl)-1,3,4-thiadiazol-2-yl)-8-morpholinoimidazo[1,5-a]pyridine-6-sulfonamide